1-(2-methoxy-5-(trifluoromethoxy)phenyl)-3-(2-(1-methyl-1H-imidazo[1,2-b]pyrazole-7-carbonyl)-2-azaspiro[3.3]heptan-6-yl)urea COC1=C(C=C(C=C1)OC(F)(F)F)NC(=O)NC1CC2(CN(C2)C(=O)C2=C3N(N=C2)C=CN3C)C1